(2S,4R)-1-[(2S)-2-(4-cyclopropyltriazol-1-yl)-3,3-dimethyl-butanoyl]-N-[[2-fluoro-6-(methanesulfonamido)phenyl]methyl]-4-hydroxy-pyrrolidine-2-carboxamide C1(CC1)C=1N=NN(C1)[C@H](C(=O)N1[C@@H](C[C@H](C1)O)C(=O)NCC1=C(C=CC=C1NS(=O)(=O)C)F)C(C)(C)C